BrC=1C=C2NCC(NC2=C(C1)OCC1=CC=C(C=C1)OC)=O 6-bromo-8-[(4-methoxyphenyl)methoxy]-3,4-dihydro-1H-quinoxalin-2-one